BrC=1C(=NC(=NC1)NC1=C(C=C(C(=C1)C=1C=NN(C1)C)N1CCNCC1)OC)NC=1C(=C2N=CC=NC2=CC1)P(C)(C)=O (6-((5-Bromo-2-((2-methoxy-5-(1-methyl-1H-pyrazol-4-yl)-4-(piperazin-1-yl)Phenyl)amino)pyrimidin-4-yl)amino)quinoxalin-5-yl)dimethylphosphine oxide